N-(4-(8-amino-3-isopropyl-5-(4-(methylamino)cyclohex-1-en-1-yl)imidazo[1,5-a]pyrazin-1-yl)-2,3-difluorophenyl)-1-(2-chlorophenyl)methanesulfonamide NC=1C=2N(C(=CN1)C1=CCC(CC1)NC)C(=NC2C2=C(C(=C(C=C2)NS(=O)(=O)CC2=C(C=CC=C2)Cl)F)F)C(C)C